methyl 3-(4-hydroxyphenyl) propionate COC(=O)CCC1=CC=C(C=C1)O